2-(tert-Butyl)-1',5'-dimethylspiro[indole-3,3'-indolin]-2'-one C(C)(C)(C)C1=NC2=CC=CC=C2C12C(N(C1=CC=C(C=C21)C)C)=O